bicyclo[4.2.0]oct-1,3,5-triene-2-thiol sodium [Na].C12=C(C=CC=C2CC1)S